5-amino-3-(2-(2-fluorophenyl)-4-methoxyquinolin-7-yl)-1-((1r,3r)-3-hydroxy-3-methylcyclobutyl)-1H-pyrazole-4-carboxamide NC1=C(C(=NN1C1CC(C1)(C)O)C1=CC=C2C(=CC(=NC2=C1)C1=C(C=CC=C1)F)OC)C(=O)N